FC=1C=C(CN2N=C(C=CC2=O)C=2C=NC(=NC2)OCC(F)(F)F)C=CC1 2-(3-fluorobenzyl)-6-(2-(2,2,2-trifluoroethoxy)pyrimidin-5-yl)pyridazin-3(2H)-one